CC(CO)C(C)(C)C 2,3,3-trimethyl-1-butanol